3-[2-acetyl-3-(p-tolyl)-3,4-dihydropyrazol-5-yl]-6-chloro-4-phenyl-1H-quinolin C(C)(=O)N1N=C(CC1C1=CC=C(C=C1)C)C=1CNC2=CC=C(C=C2C1C1=CC=CC=C1)Cl